L-alanine 2-hydroxyethyl ester OCCOC([C@@H](N)C)=O